4-chloro-N-(2-chloro-4-fluoro-3-(quinoxaline-6-carbonyl)phenyl)-3-(trifluoromethyl)benzamide ClC1=C(C=C(C(=O)NC2=C(C(=C(C=C2)F)C(=O)C=2C=C3N=CC=NC3=CC2)Cl)C=C1)C(F)(F)F